IC1(C(=O)O)CC(=CC(=C1)I)I 1,3,5-Triiodobenzoic acid